O[C@H]1C[C@@H](CCC1)N1C(C2(C3=C1N=C(N=C3)NC=3C=NN1C3CN(CC1)C(=O)OC(C)(C)C)CC2)=O Tert-butyl 3-((7'-((1R,3R)-3-hydroxycyclohexyl)-6'-oxo-6',7'-dihydrospiro[cyclopropane-1,5'-pyrrolo[2,3-d]pyrimidin]-2'-yl)amino)-6,7-dihydropyrazolo[1,5-a]pyrazine-5(4H)-carboxylate